N-cyclobutyl-5-(1-isopropyl-2-methyl-1H-imidazo[4,5-b]pyridin-6-yl)pyrrolo[2,1-f][1,2,4]triazin-2-amine C1(CCC1)NC1=NN2C(C=N1)=C(C=C2)C=2C=C1C(=NC2)N=C(N1C(C)C)C